FC(C=1C(=C(C=CC1)[C@@H](C)NC1=NC(=NC2=C3C(=C(C=C12)C1=C[C@H](N(CC1)C(CF)=O)C)OCC3)C)F)F 1-((R)-4-(4-(((R)-1-(3-(difluoromethyl)-2-fluorophenyl)ethyl)amino)-2-methyl-8,9-dihydrofuro[2,3-H]quinazolin-6-yl)-2-methyl-5,6-dihydropyridin-1(2H)-yl)-2-fluoroethan-1-one